[[(E)-(1-Cyano-2-ethoxy-2-oxo-ethylidene)amino]oxy-morpholino-methylene]-dimethyl-ammonium hexa-fluorophosphate F[P-](F)(F)(F)(F)F.C(#N)/C(/C(=O)OCC)=N\OC(N1CCOCC1)=[N+](C)C